C(COCC(=O)OCCCC)(=O)OCCCC dibutyl diglycolate